dimethyltetradecaneOne CC(C(CCCCCCCCCCCC)=O)C